C(C)(C)(C)C1(N(CCC1N(C)C1=NC(=NC2=CC(=C(C=C12)I)Br)Cl)C(=O)OCCN1CCN(CC1)C1=CC=C(C=C1)NC1=NC2=C(C=CC=C2C=N1)C1=CC(=CC=C1)N)C 2-(4-(4-((8-(3-aminophenyl)quinazolin-2-yl)amino)phenyl)piperazin-1-yl)ethanol tert-butyl-3-[(7-bromo-2-chloro-6-iodo-quinazolin-4-yl)-methyl-amino]-2-methyl-pyrrolidine-1-carboxylate